N1C[C@@H](CC1)C1=CC=CC=2N(CCOC21)C2C(NC(CC2)=O)=O 3-[8-[(3S)-pyrrolidin-3-yl]-2,3-dihydro-1,4-benzoxazin-4-yl]piperidine-2,6-dione